ClC1=C(C=CC(=C1)N1CCC(CC1)C(OC)OC)C1C(NC(CC1)=O)=O 3-[2-chloro-4-[4-(dimethoxymethyl)-1-piperidyl]phenyl]piperidine-2,6-dione